FC1CCN(CC1)CC1=C2C(=NC(=C1)C=1C=C3CN(C(C3=CC1)=O)C1C(NC(CC1)=O)=O)N(C=C2)C2COC2 3-(5-(4-((4-fluoropiperidin-1-yl)methyl)-1-(oxetan-3-yl)-1H-pyrrolo[2,3-b]pyridin-6-yl)-1-oxoisoindolin-2-yl)piperidine-2,6-dione